4-Chloro-6-methoxy-7-(2-methoxyethoxy)pyrido[3,2-d]pyrimidine ClC=1C2=C(N=CN1)C=C(C(=N2)OC)OCCOC